5-(3-((4-chloro-2-(4-ethoxy-4-oxobutanoyl)-6-methoxybenzo[b]thiophen-5-yl)oxy)propoxy)-4-fluoro-6-methoxyisoindoline-2-carboxylic acid tert-butyl ester C(C)(C)(C)OC(=O)N1CC2=CC(=C(C(=C2C1)F)OCCCOC1=C(C2=C(SC(=C2)C(CCC(=O)OCC)=O)C=C1OC)Cl)OC